COC1=CC=C(C(=N1)C)S(=O)(=O)Cl 6-methoxy-2-methylpyridine-3-sulfonyl chloride